(4-methoxy-2-pyridyl)-N-methyl-pyrazolo[1,5-a]pyridine-5-carboxamide COC1=CC(=NC=C1)C1=NN2C(C=C(C=C2)C(=O)NC)=C1